C1=CC=CC=2C=CC=3C=C4C(=CC3C12)C=C1C=CC=CC1=C4 naphtho[2,3-h]phenanthrene